CC1=NC(=CC(=C1NC(CC1=CSC=C1)=O)C)N1CCOCC1 N-(2,4-Dimethyl-6-morpholin-4-yl-pyridin-3-yl)-2-thiophen-3-yl-acetamide